CN(C1=NNC=2C1=NC(=CC2CN2CCCC2)C=2C=C1CN(C(C1=CC2)=O)C2C(NC(CC2)=O)=O)C 3-(5-(3-(dimethylamino)-7-(pyrrolidin-1-ylmethyl)-1H-pyrazolo[4,3-b]pyridin-5-yl)-1-oxoisoindolin-2-yl)piperidine-2,6-dione